ethyl (R)-4-(piperidin-3-ylamino)-1H-pyrrolo[2,3-b]pyridine-5-carboxylate hydrochloride salt Cl.N1C[C@@H](CCC1)NC1=C2C(=NC=C1C(=O)OCC)NC=C2